C(#N)C1=CC=C(CNC=2C3=C(N=C(N2)NC(C)C)C=CS3)C=C1 N4-(4-cyanobenzyl)-N2-isopropylthieno[3,2-d]pyrimidine-2,4-diamine